3-(N-piperidinyl)propyl-trimethoxysilane N1(CCCCC1)CCC[Si](OC)(OC)OC